5-fluoro-1-methyl-6-oxo-pyridine-2-carbonitrile FC1=CC=C(N(C1=O)C)C#N